1-((4-(2-aminopyrazolo[1,5-a]pyridin-5-yl)-6-methylpyridin-3-yl)oxy)-2-methylpropan-2-ol NC1=NN2C(C=C(C=C2)C2=C(C=NC(=C2)C)OCC(C)(O)C)=C1